C1(CCCCC1)NC1=NC=CC2=C1N=C(N=C2)NC2=C(C=C(C=C2)C=2C=NN(C2)CCN2CCN(CC2)C)OC N8-cyclohexyl-N2-(2-methoxy-4-(1-(2-(4-methylpiperazin-1-yl)ethyl)-1H-pyrazol-4-yl)phenyl)pyrido[3,4-d]pyrimidine-2,8-diamine